Cl.Cl.N1CC(C1)N1CC(CC1)S(=O)(=O)N 1-(Azetidin-3-yl)pyrrolidine-3-sulfonamide Dihydrochloride